(pent-4-yn-1-yl)-1H-imidazole C(CCC#C)N1C=NC=C1